ethylene platinum (II) [Pt+2].C=C